BrC=1C(C2=CC(=CC=C2C1Br)OC)=O 2,3-dibromo-6-methoxy-1H-inden-1-one